C(C)(C)(C)OC(=O)NC1=CC=C(C=C1)[C@H]1NCCC[C@H]1C(=O)OCC ethyl (2S,3R)-2-(4-((tert-butoxycarbonyl)amino)phenyl)piperidine-3-carboxylate